(2-hydroxyethoxy)-4-(methoxymethyl)-N-methyl-9H-pyrido[3,4-b]indole-3-carboxamide OCCOC1=NC(=C(C2=C1NC1=CC=CC=C21)COC)C(=O)NC